6-cyclopropaneamido-4-({4-[5-(ethoxymethyl)-1,2,4-oxadiazol-3-yl]-3-methoxypyridin-2-yl}amino)-N-(2H3)methylpyridine-3-carboxamide C1(CC1)C(=O)NC1=CC(=C(C=N1)C(=O)NC([2H])([2H])[2H])NC1=NC=CC(=C1OC)C1=NOC(=N1)COCC